ClC=1C=CC2=C([C@@H](C[C@@H](O2)C(=O)NC23CC(C2)(C3)C=3C=NN(C3)[C@@H]3C[C@@H](C3)OC(F)(F)F)O)C1 (2R,4R)-6-chloro-4-hydroxy-N-(3-{1-[cis-3-(trifluoromethoxy)cyclobutyl]-1H-pyrazol-4-yl}bicyclo[1.1.1]pent-1-yl)-3,4-dihydro-2H-1-benzopyran-2-carboxamide